N-(1-methylcyclopropyl)-1-[(5-methyl-2-furyl)methyl]-3-(5-methyl-1,3,4-thiadiazol-2-yl)-2-oxo-benzoimidazole-5-sulfonamide CC1(CC1)NS(=O)(=O)C1=CC2=C(N(C(N2C=2SC(=NN2)C)=O)CC=2OC(=CC2)C)C=C1